CC1=NN(C(=C1)C)CCN(CC[C@@H](C(=O)O)NC=1C2=C(N=CN1)C=NN2C)CCCCC2=NC=1NCCCC1C=C2 (S)-4-((2-(3,5-dimethyl-1H-pyrazol-1-yl)ethyl)(4-(5,6,7,8-tetrahydro-1,8-naphthyridin-2-yl)butyl)amino)-2-((1-methyl-1H-pyrazolo[4,3-d]pyrimidin-7-yl)amino)butanoic acid